1-(2-naphthyl)-2-(1-adamantyl)-1-ethanone C1=C(C=CC2=CC=CC=C12)C(CC12CC3CC(CC(C1)C3)C2)=O